1,3-dimethyl-5-(1-methyl-7-(1-methyl-1H-pyrazol-4-yl)-2,3-dihydropyrido[3,4-b]pyrazin-4(1H)-yl)-7-(prop-1-en-2-yl)quinolin-2(1H)-one CN1C(C(=CC2=C(C=C(C=C12)C(=C)C)N1C2=C(N(CC1)C)C=C(N=C2)C=2C=NN(C2)C)C)=O